CC1=C(C=NC(=C1)C(F)(F)F)S(=O)(=O)N1CCC2(CC(C2)=O)CC1 7-((4-methyl-6-(trifluoromethyl)pyridin-3-yl)sulfonyl)-7-azaspiro[3.5]nonan-2-one